C(C)(C)(C)OC(=O)N[C@H](CC1=CN(C2=CC=CC=C12)C)C(=O)OCC1=CC=CC=C1 benzyl Nα-(tert-butoxycarbonyl)-1-methyl-D-tryptophanate